2-(tert-butoxycarbonylimino)-2-phenylacetonitrile C(C)(C)(C)OC(=O)N=C(C#N)C1=CC=CC=C1